Tert-Butyl 3-cyanopyrrolidine-1-carboxylate C(#N)C1CN(CC1)C(=O)OC(C)(C)C